CC1(OC=2C=C(C=C(C2C2[C@H]1CCC(=C2)C)O)CCCCC)C (6Ar)-6,6,9-trimethyl-3-pentyl-6a,7,8,10a-tetrahydrobenzo[c]chromen-1-ol